[N].FC1=C(C=CC(=C1)C(F)(F)F)CN1CC2(C1)CCN(CC2)C(=O)N2C[C@H](CC2)C(=O)N (3S)-1-[2-[[2-fluoro-4-(trifluoromethyl)phenyl]methyl]-2,7-diazaspiro[3.5]nonane-7-carbonyl]pyrrolidine-3-carboxamide nitrogen